1-(4-(2-chloro-5-fluoropyrimidin-4-yl)pyridin-2-yl)piperidin-2-one ClC1=NC=C(C(=N1)C1=CC(=NC=C1)N1C(CCCC1)=O)F